NC1=NC=CC=C1C1=NC=2C(=NC(=CC2)C2=NC=C(C=C2)F)N1C1=CC=C(CN2CCC(CC2)NC2=NC(=NC=C2)C#N)C=C1 4-((1-(4-(2-(2-Aminopyridin-3-yl)-5-(5-fluoropyridin-2-yl)-3H-imidazo[4,5-b]pyridin-3-yl)benzyl)piperidin-4-yl)amino)pyrimidine-2-carbonitrile